C(CCCCC)C(CCC1OC(OCC1)(C)C)CCCCCCCC ((2-hexyldecyl)methyl)-2,2-dimethyl-1,3-dioxane